{3-[2-({[3-fluoro-1-(3-fluoro(2-pyridyl))cyclobutyl]methyl}amino)pyrimidin-5-yl]-2-hydroxyphenyl}-N-methylcarboxamide FC1CC(C1)(C1=NC=CC=C1F)CNC1=NC=C(C=N1)C=1C(=C(C=CC1)C(=O)NC)O